[N+](=O)([O-])C1=C(CC=2C=C(C=CC2)C2=CC=CC=C2)C=CC=C1 3-(2-Nitrobenzyl)-1,1'-biphenyl